(1R,2R)-N-((S)-2-(dimethylamino)-3-(2-fluoro-4-hydroxyphenyl)propyl)-2-methyl-2-phenylcyclopropane-1-carboxamide CN([C@H](CNC(=O)[C@H]1[C@@](C1)(C1=CC=CC=C1)C)CC1=C(C=C(C=C1)O)F)C